[3-(methyldibutoxysilyl) propyl] sulfide C[Si](CCCSCCC[Si](C)(OCCCC)OCCCC)(OCCCC)OCCCC